3-[(5-methyl-3-pyridyl)sulfamoyl]propionamide CC=1C=C(C=NC1)NS(=O)(=O)CCC(=O)N